6-[5-[(1S)-1-[(6-chloro-8-iodo-quinazolin-4-yl)-methyl-amino]ethyl]-1,2,4-triazol-1-yl]-2-methyl-4,5-dihydro-pyridazin-3-one ClC=1C=C2C(=NC=NC2=C(C1)I)N([C@@H](C)C1=NC=NN1C=1CCC(N(N1)C)=O)C